(4aR,8aS)-6-(6-((2-chloro-4-fluorophenoxy)methyl)-2-azaspiro[3.3]heptane-2-carbonyl)hexahydro-2H-pyrido[4,3-b][1,4]oxazin-3(4H)-one ClC1=C(OCC2CC3(CN(C3)C(=O)N3C[C@@H]4[C@@H](OCC(N4)=O)CC3)C2)C=CC(=C1)F